6-chloro-5-(2-methoxy-6-((3aS,6aS)-tetrahydro-1H-furo[3,4-c]pyrrol-5(3H)-yl)pyridin-3-yl)-1H-indole-3-carboxylic acid ClC1=C(C=C2C(=CNC2=C1)C(=O)O)C=1C(=NC(=CC1)N1C[C@@H]2[C@@H](C1)COC2)OC